BrC1=CC=C(CN2C(CC[C@@]3([C@@H]4[C@@H](CC=C23)[C@@H]2CC[C@@H]([C@]2(CC4=O)C)O)C)=O)C=C1 (4aR,4bS,6aS,7S,9aS,9bS)-1-(4-bromobenzyl)-7-hydroxy-4a,6a-dimethyl-3,4,4a,4b,6,6a,7,8,9,9a,9b,10-dodecahydro-1H-indeno[5,4-f]quinoline-2,5-dione